BrC=1C=C(C=CC1O)C(C(=O)OC)C methyl 2-(3-bromo-4-hydroxyphenyl)propanoate